N[C@H](C1=NC2=C(N1)C=CC(=C2F)C2(CCN(CC2)C(=O)OC(C)(C)C)C(=O)N2CC(C2)(F)F)C2CCC(CC2)(F)F tert-Butyl 4-(2-[(S)-amino(4,4-difluorocyclohexyl)methyl]-4-fluoro-1H-benzimidazol-5-yl)-4-(3,3-difluoroazetidine-1-carbonyl)piperidine-1-carboxylate